adamantane-1,3-dimethylamine C12(CC3(CC(CC(C1)C3)C2)CN)CN